magnesium phthalimide salt C1(C=2C(C(N1)=O)=CC=CC2)=O.[Mg]